ClC1=C(C=C2C=C(N=CC2=C1)NC(=O)C1CC(C1)OC(F)F)C1CCN(CC1)C1COC1 (1R,3R)-N-(7-chloro-6-(1-(oxetan-3-yl)piperidin-4-yl)isoquinolin-3-yl)-3-(difluoromethoxy)cyclobutane-1-carboxamide